3-(4-(((1R)-2,2-Difluorocyclopropyl)methoxy)phenyl)-8-methoxy-2-(trifluoromethyl)-4H-pyrido[1,2-a]pyrimidin-4-one FC1([C@H](C1)COC1=CC=C(C=C1)C1=C(N=C2N(C1=O)C=CC(=C2)OC)C(F)(F)F)F